10-benzyl-2-(2-chlorophenyl)-2,3,8,9,10,11-hexahydro-1H-pyrazolo[4',3':3,4]pyrido[1,2-a][1,4]diazepine-1,5(7H)-dione C(C1=CC=CC=C1)N1CC=2N(CCC1)C(C=C1C2C(N(N1)C1=C(C=CC=C1)Cl)=O)=O